C1(CC1)CCOC1=CC2=C(C=3N(C(O2)C2=CC=CC=C2)C=C(C(C3)=O)C(=O)O)C=3CCOC31 4-(2-cyclopropylethoxy)-11-oxo-7-phenyl-1,2,7,11-tetrahydrobenzofuro[4,5-e]pyrido[1,2-c][1,3]oxazine-10-carboxylic acid